2-(azetidin-1-yl)-N-(2,4-dimethoxybenzyl)quinolin-7-amine N1(CCC1)C1=NC2=CC(=CC=C2C=C1)NCC1=C(C=C(C=C1)OC)OC